1-propyl-di-(2-octyl)phosphine C(CC)P(C(C)CCCCCC)C(C)CCCCCC